C\C(=C/C=O)\CCC=C(C)C (2E)-3,7-dimethyl-2,6-octadienal